CC(C)(C)O 2-methylpropan-2-ol